4-hydroxy-N-(pyridin-2-yl)-3-{2-[4-(trifluoromethoxy)phenyl]-6-oxa-2,9-diazaspiro[4.5]dec-9-yl}butanamide OCC(CC(=O)NC1=NC=CC=C1)N1CCOC2(CCN(C2)C2=CC=C(C=C2)OC(F)(F)F)C1